(vinyloxy)cyclohexyl-methanol C(=C)OC(O)C1CCCCC1